4-(vinylthio)cyclohexanone C(=C)SC1CCC(CC1)=O